C(C)(=O)OC[C@H]1O[C@H]([C@@H]([C@H]([C@H]1OC(C)=O)OC(C)=O)NC(C)=O)OCC=O [(2R,3R,4R,5R,6R)-5-acetamido-3,4-diacetoxy-6-(2-oxoethoxy)tetrahydropyran-2-yl]-methyl acetate